2-Phenylimidazole C1(=CC=CC=C1)C=1NC=CN1